2-ethylhexyl-4'-phenyl-benzophenone C(C)C(CC1=C(C(=O)C2=CC=C(C=C2)C2=CC=CC=C2)C=CC=C1)CCCC